ethyl 4-(hydroxymethyl)-2-isopropyl-thiazole-5-carboxylate OCC=1N=C(SC1C(=O)OCC)C(C)C